N1=C(SC2=C1C1=C(C=C2)OCC1)N1C(N[C@@H]2[C@H]1CN(CC2)C)=O (3aR,7aS)-3-(7,8-dihydrofuro[3,2-e][1,3]benzothiazol-2-yl)-5-methyloctahydro-2H-imidazo[4,5-c]pyridin-2-one